F[C@H]1CN(CC[C@H]1NC1=NN2C(C(=N1)OC)=C(C=C2[2H])C=2C=CC1=C(N(N=N1)CC(F)(F)F)C2)C N-((3S,4R)-3-fluoro-1-methylpiperidin-4-yl)-4-methoxy-5-(1-(2,2,2-trifluoroethyl)-1H-benzo[d][1,2,3]triazol-6-yl)pyrrolo[2,1-f][1,2,4]triazin-7-d-2-amine